(2S,4R)-N-[(R) or (S)-(4-cyclopropyl-3-fluorophenyl)(1-methyl-2-oxo-2,3-dihydro-1H-1,3-benzodiazol-4-yl)methyl]-4-fluoro-1-[2-(1H-1,2,3-triazol-5-yl)acetyl]pyrrolidine-2-carboxamide C1(CC1)C1=C(C=C(C=C1)[C@@H](NC(=O)[C@H]1N(C[C@@H](C1)F)C(CC1=CN=NN1)=O)C1=CC=CC=2N(C(NC21)=O)C)F |o1:9|